NC1=C(C=2C(=CC=C(C2C(=C1)C(=O)O)C(=O)O)C(=O)O)C(=O)O amino-1,4,5,8-naphthalenetetracarboxylic acid